ClC=1C=C(C(=O)NC)C=CC1C[C@@H](CNC(CC(C1(CC1)C(F)(F)F)C1=NC=C(C=C1)Cl)=O)N(C)C 3-chloro-4-((2S)-3-(3-(5-chloropyridin-2-yl)-3-(1-(trifluoromethyl)cyclopropyl)propanamido)-2-(dimethylamino)propyl)-N-methylbenzamide